ClC=1C=C(C=C(C1)F)[C@H](C)N1C=NC2=C(C1=O)C1=C(S2)CNCC1 (S)-3-(1-(3-Chloro-5-fluorophenyl)ethyl)-5,6,7,8-tetrahydropyrido[4',3':4,5]thieno[2,3-d]pyrimidin-4(3H)-one